2-(3-(3-(1-(2,4-dichlorophenyl)cyclopropyl)-1,2,4-oxadiazol-5-yl)-5-(difluoromethyl)-1H-pyrazol-1-yl)-N-methylacetamide ClC1=C(C=CC(=C1)Cl)C1(CC1)C1=NOC(=N1)C1=NN(C(=C1)C(F)F)CC(=O)NC